C(C)OCOC1=C(C=CC(=C1)C(F)(F)F)C1=NN=C(C2=CC=CC=C12)N[C@H]1CN(CCC1)C (R)-4-(2-(ethoxymethoxy)-4-(trifluoromethyl)phenyl)-N-(1-methylpiperidin-3-yl)phthalazin-1-amine